OC1=C(C=CC2=C1CCO2)C2=C(N=C(N=N2)NC2CN(CCC2)CCCC(=O)O)C 4-[3-[[6-(4-hydroxy-2,3-dihydrobenzofuran-5-yl)-5-methyl-1,2,4-triazin-3-yl]amino]-1-piperidyl]butanoic acid